C(C)(=O)NC1=C(C(=O)NC=2SC(=C(N2)C)C)C(=CC=C1)C 2-acetamido-N-(4,5-dimethylthiazol-2-yl)-6-methylbenzamide